ClC1=CC(=C2C(=N1)C(=NN2C2CC2)N2C(C1=CC=CC=C1C2=O)=O)C=O chloro-1-cyclopropyl-3-(1,3-dioxoisoindolin-2-yl)-1H-pyrazolo[4,3-b]pyridine-7-carbaldehyde